tert-butyl N-[(2S)-3-[3-[(allyloxycarbonylamino)methyl]-3-hydroxy-azetidin-1-yl]-2-hydroxy-propyl]carbamate C(C=C)OC(=O)NCC1(CN(C1)C[C@H](CNC(OC(C)(C)C)=O)O)O